Cl.C[C@H]1N(CCNC1)C=1C=NC(=CC1)[N+](=O)[O-] (R)-2-methyl-1-(6-nitro-pyridin-3-yl)-piperazine hydrochloride